diethyl 1-(2-(benzyloxy) ethyl)-1H-pyrazole-3,5-dicarboxylate C(C1=CC=CC=C1)OCCN1N=C(C=C1C(=O)OCC)C(=O)OCC